COC1=C2C(=CC(=C1S(=O)(=O)O)O2)OC 2,6-dimethoxy-3-sulfo-1,4-phenylene ether